3-(3-(4-(Chloromethyl)phenyl)-5-(6-(fluoromethoxy-d2)pyridin-3-yl)-3H-imidazo[4,5-b]pyridin-2-yl)pyridin-2-amine ClCC1=CC=C(C=C1)N1C(=NC=2C1=NC(=CC2)C=2C=NC(=CC2)OC([2H])([2H])F)C=2C(=NC=CC2)N